C(C)OC(=O)C=1C=CC2=C(N(CCN(C2=O)CC)CC2=CC=CC=C2)C1 ethyl-1-benzyl-4-ethyl-5-oxo-2,3,4,5-tetrahydro-1H-benzo[e][1,4]diazepine-8-carboxylate